4-(5-iodo-6-methylpyrimidin-4-yl)piperazine-1-carboxylic acid tert-butyl ester C(C)(C)(C)OC(=O)N1CCN(CC1)C1=NC=NC(=C1I)C